2-(methylthio)-5,5a,6,6a-tetrahydrocyclopropa[4,5]cyclopenta[1,2-d]pyrimidin-4-ol CSC=1N=C(C2=C(N1)C1C(C2)C1)O